tert-Butyl 6-{[2-(4-chlorophenyl)imidazo[1,2-a]pyrimidin-3-yl]methyl}-2,6-diazabicyclo[3.2.2]nonane-2-carboxylate ClC1=CC=C(C=C1)C=1N=C2N(C=CC=N2)C1CN1C2CCN(C(C1)CC2)C(=O)OC(C)(C)C